N1=C(C=CC=C1)C=1N=COC1C=O (4-(pyridin-2-yl)oxazol-5-yl)methanone